4-(4-(tert-butoxy)-2-(4-(5-chloro-2-propionylphenyl)-5-methoxy-2-oxopyridin-1(2H)-yl)butanoylamino)benzoic acid C(C)(C)(C)OCCC(C(=O)NC1=CC=C(C(=O)O)C=C1)N1C(C=C(C(=C1)OC)C1=C(C=CC(=C1)Cl)C(CC)=O)=O